CC1(C2=C(CNC1)C=C(S2)C(=O)OCC)C ethyl 7,7-dimethyl-4,5,6,7-tetrahydrothieno[3,2-c]pyridine-2-carboxylate